CC1(C=2C=CC=C(C2C=2C3=C(C=CC12)C=CC=C3)B(O)O)C (7,7-dimethyl-7H-benzo[c]fluoren-11-yl)boronic acid